CC1=C(C(=O)C=2C=C3C=4C=C(C=CC4N(C3=CC2)CC)CC)C=CC=C1 1-[6-(2-methylbenzoyl)-9-ethylcarbazole-3-yl]-ethane